NCC1(CCCCCC1)NC1CC1 1-(aminomethyl)-N-cyclopropylcycloheptan-1-amine